FC1=CC2=C(NC(=N2)C=2C=C(NC3=CC=C(C=C3)C3=NC=NC=C3)C=CC2)C=C1F 3-(5,6-difluoro-1H-benzo[d]imidazol-2-yl)-N-(4-pyrimidin-4-ylphenyl)aniline